ClC1=CC=C(C=C1)CS(=O)(=O)NCCN1CCC(CC1)CN1N=NC(=C1)C1=C(NC2=CC=C(C=C12)F)C(=O)OCC(C)C Isobutyl 3-(1-((1-(2-(((4-chlorophenyl)methyl)sulfonamido)ethyl)piperidin-4-yl)methyl)-1H-1,2,3-triazol-4-yl)-5-fluoro-1H-indol-2-carboxylat